C(CCCC)C12CNCC(CC1)N2C(=O)N pentyl-3,8-diazabicyclo[3.2.1]octane-8-carboxamide